O=C1NC(CCC1N1C(N(C2=C3CCCN(C3=CC=C21)C2CCN(CC2)CC(=O)O)C)=O)=O 2-[4-[3-(2,6-dioxo-3-piperidyl)-1-methyl-2-oxo-8,9-dihydro-7H-imidazo[4,5-f]quinolin-6-yl]-1-piperidyl]acetic acid